C(C)C1=C(C(=C2N(C(CN(S2(=O)=O)CCC)C(=O)OC)C1=O)C1=CC(=CC=C1)C(F)(F)F)CC1=CC=CC2=CC=CC=C12 Methyl 7-ethyl-8-(naphthalen-1-ylmethyl)-6-oxo-2-propyl-9-(3-(trifluoromethyl)phenyl)-3,4-dihydro-2H,6H-pyrido[1,2-e][1,2,5]thiadiazine-4-carboxylate 1,1-dioxide